tert-butyl 3-[6-(5-chloro-2-fluorophenyl)-4-({2-[3-(4-methylpiperazin-1-yl)propanamido]pyridin-4-yl}amino)pyridazin-3-yl]azetidine-1-carboxylate ClC=1C=CC(=C(C1)C1=CC(=C(N=N1)C1CN(C1)C(=O)OC(C)(C)C)NC1=CC(=NC=C1)NC(CCN1CCN(CC1)C)=O)F